6-((1,4-Dioxan-2-yl)methoxy)-3-ethyl-2-(4-(2-phenoxyethoxy)phenethyl)pyridin-4-ol O1C(COCC1)COC1=CC(=C(C(=N1)CCC1=CC=C(C=C1)OCCOC1=CC=CC=C1)CC)O